FC(C1=C(C(=CC(=C1)N)C(F)(F)F)C1=CC=C(N)C=C1)(F)F 2,6-bis(trifluoromethyl)benzidine